C(C)(C)(C)OC(=O)N1C(CNCC1)C1=CC(=C(C(=C1)F)C(NC=1NC=C(N1)C(C)(C#C)C1=CC=C(C=C1)Cl)=O)F (4-((4-(2-(4-chlorophenyl)but-3-yn-2-yl)-1H-imidazol-2-yl)carbamoyl)-3,5-difluorophenyl)piperazine-1-carboxylic acid tert-butyl ester